The molecule is a member of the class of coumarins that is 4-methylumbelliferone in which the hydroxyl hydrogen is replaced by a butyryl group. It has a role as a chromogenic compound. It is a member of coumarins and a butyrate ester. It derives from a 4-methylumbelliferone. CCCC(=O)OC1=CC2=C(C=C1)C(=CC(=O)O2)C